COC(=O)C1=CC2=C(OCCN2C2COCC2)C=C1Br 7-bromo-4-(tetrahydrofuran-3-yl)-3,4-dihydro-2H-benzo[b][1,4]Oxazine-6-carboxylic acid methyl ester